(1-(2-(3,5-difluoro-4-((1R,3R)-2-(2-fluoro-2-methylpropyl)-3-methyl-2,3,4,9-tetrahydro-1H-pyrido[3,4-b]indol-1-yl)phenoxy)ethyl)azetidin-3-yl)methanol FC=1C=C(OCCN2CC(C2)CO)C=C(C1[C@H]1N([C@@H](CC2=C1NC1=CC=CC=C21)C)CC(C)(C)F)F